FC1=CC=C(C=C1)CN1C(CCC1=O)CC(=O)O 2-[1-[(4-fluorophenyl)methyl]-5-oxopyrrolidin-2-yl]acetic acid